4-((2-(2-isopropylphenyl)-8-oxo-7,8-dihydro-9H-purin-9-yl)methyl)-N-(1-(methoxymethyl)cyclopropyl)-N-methylbenzamide C(C)(C)C1=C(C=CC=C1)C1=NC=C2NC(N(C2=N1)CC1=CC=C(C(=O)N(C)C2(CC2)COC)C=C1)=O